2-[3-(3,3-difluoro-4-hydroxypiperidine-1-carbonyl)-5,6-dihydrocyclopenta[c]pyrazol-1(4H)-yl]-1-[4-(2,3-dimethylphenyl)piperazin-1-yl]ethan-1-one FC1(CN(CCC1O)C(=O)C=1C2=C(N(N1)CC(=O)N1CCN(CC1)C1=C(C(=CC=C1)C)C)CCC2)F